CN1C(N(C=2N=CN(C2C1=O)CC(=O)NC1=CC(=C(C=C1)N(C)C)F)C)=O 2-(1,3-dimethyl-2,6-dioxo-1,2,3,6-tetrahydro-7H-purin-7-yl)-N-(4-(dimethylamino)-3-fluorophenyl)acetamide